bis(4-(pyridin-3-yl)phenyl)amine N1=CC(=CC=C1)C1=CC=C(C=C1)NC1=CC=C(C=C1)C=1C=NC=CC1